Cl.COC([C@@H](N)CC1=CNC=N1)=O histidine methyl ester hydrochloride Salt